C(C)(C)(C)C=1C=C(N(N1)C1=CC=C(C=C1)C)NC(NC=1SC(=CN1)CCC1=CC(=NC=C1)NC(CC)=O)=O N-[4-(2-{2-[3-(5-tert-Butyl-2-p-tolyl-2H-pyrazol-3-yl)-ureido]-thiazol-5-yl}-ethyl)-pyridin-2-yl]-propionamide